dimethyl 4-methoxy-5-((2-(trifluoromethoxy)phenyl)sulfonamido)phthalate COC=1C=C(C(C(=O)OC)=CC1NS(=O)(=O)C1=C(C=CC=C1)OC(F)(F)F)C(=O)OC